2,4,4-Trimethyl-2-penten CC(C)=CC(C)(C)C